C(C)S(=O)(=O)ON=C(C#N)C1=CC=CC=C1 alpha-(ethylsulfonyloxyimino)phenylacetonitrile